2-[(2's,4r)-6-bromo-2'-fluoro-1-oxospiro[3H-isoquinoline-4,1'-cyclopropane]-2-yl]-N-([1,2,4]triazolo[1,5-a]pyridin-2-yl)acetamide BrC=1C=C2C(=CC1)C(N(C[C@]21[C@H](C1)F)CC(=O)NC1=NN2C(C=CC=C2)=N1)=O